(R)-2-bromo-7-(hydroxymethyl)-4,5,7,8-tetrahydro-3-oxa-1-thia-5a,8-diazabenzo[cd]azulen-9(6H)-one BrC=1SC=2C(N[C@H](CN3C2C1OCC3)CO)=O